tert-butyl (5-bromo-2-fluorophenyl)carbamate BrC=1C=CC(=C(C1)NC(OC(C)(C)C)=O)F